O[C@@]1(CC[C@@H]2[C@H]3CC[C@]4([C@H]([C@@H]3C[C@@H]2C1)CC[C@@H]4C(C)=O)C)C 1-((3S,3aS,5aR,5bS,8R,9aR,10aR,10bS)-8-hydroxy-3a,8-dimethylhexadecahydrocyclopenta[a]fluoren-3-yl)ethan-1-one